OC1=CC=C2C(=CC=NC2=C1)N1CCN(CC1)C(=O)[C@@H]1CN(CC1)C(=O)OC(C)(C)C (S)-tert-butyl 3-(4-(7-hydroxyquinolin-4-yl)piperazine-1-carbonyl)pyrrolidine-1-carboxylate